(S)-4-(2-(4-(2-acetyl-5-chlorophenyl)-3-methoxy-6-oxopyridazin-1(6H)-yl)-4-phenylbutanoylamino)benzoic acid C(C)(=O)C1=C(C=C(C=C1)Cl)C=1C(=NN(C(C1)=O)[C@H](C(=O)NC1=CC=C(C(=O)O)C=C1)CCC1=CC=CC=C1)OC